1-(3-pyridinyl)piperazine N1=CC(=CC=C1)N1CCNCC1